O=C(CN1N=C(N=C1)C#N)N1CC2=CC=C(C=C2C1)C=1C(=NC=CC1)OC(F)(F)F 1-(2-oxo-2-(5-(2-(trifluoromethoxy)pyridin-3-yl)isoindolin-2-yl)ethyl)-1H-1,2,4-triazole-3-carbonitrile